C(C)N(CCC1=CC(=C2CCNC(C2=C1)=O)C1=CN(C(C=C1C(F)(F)F)=O)C)C 7-(2-(ethyl(methyl)amino)ethyl)-5-(1-methyl-6-oxo-4-(trifluoromethyl)-1,6-dihydropyridin-3-yl)-3,4-dihydroisoquinolin-1(2H)-one